C1(CC1)[C@H]1CCOC1 (3R,4R)-4-Cyclopropyltetrahydrofuran